C1(CCCCC1)CN1C(=NOC1=O)CC1=C(C=CC=C1)C(F)(F)F 4-(cyclohexylmethyl)-3-{[2-(trifluoromethyl)phenyl]methyl}-4,5-dihydro-1,2,4-oxadiazol-5-one